OC=1C=C(C=NC1)C1=CC=C(C2=CC=CC=C12)CN1CCN(CC1)C1=CC=C(N=N1)C(=O)NS(=O)(=O)C1=CC(=C(C=C1)NCCSC1=CC=CC=C1)C(F)(F)F 6-[4-[[4-(5-Hydroxypyridin-3-yl)naphthalen-1-yl]methyl]piperazin-1-yl]-N-[4-(2-phenylsulfanylethylamino)-3-(trifluoromethyl)phenyl]sulfonylpyridazine-3-carboxamide